ClC1=C(C=CC(=C1)Cl)[C@@H](C)O (R)-1-(2,4-dichlorophenyl)ethan-1-ol